C=1N=CN2C1C1=CC=CC=C1[C@H]2[C@@H]2[C@@H](CCC2)O (1R,2R)-2-((R)-5H-Imidazo[5,1-a]isoindol-5-yl)cyclopentan-1-ol